methyl 4-amino-7-bromo-1-(4-chloro-2-methylphenyl)-2-oxo-1,2-dihydro-1,8-naphthyridine-3-carboxylate NC1=C(C(N(C2=NC(=CC=C12)Br)C1=C(C=C(C=C1)Cl)C)=O)C(=O)OC